3-methyl-4-phenyltricyclo[4.2.1.02,5]non-3,7-diene CC=1C2C3C=CC(C2C1C1=CC=CC=C1)C3